FC(OC1=CC(=NN1)NC1=CN=CC(=N1)O[C@@H]1[C@](CN(CC1)C(=O)OC(C)(C)C)(C)F)F |r| rac-tert-butyl (3R,4S)-4-((6-((5-(difluoromethoxy)-1H-pyrazol-3-yl)amino)pyrazin-2-yl)oxy)-3-fluoro-3-methylpiperidine-1-carboxylate